5-fluoro-3-(2-(3-(4-tert-butylphenyl)-4-oxothiazolidin-2-ylidene)hydrazono)-1H-indol-2-one FC=1C=C2C(C(NC2=CC1)=O)=NN=C1SCC(N1C1=CC=C(C=C1)C(C)(C)C)=O